N-[3-(quinolin-6-yl)phenyl]prop-2-enamide N1=CC=CC2=CC(=CC=C12)C=1C=C(C=CC1)NC(C=C)=O